methyl 2-(4-methoxy-2-methyl-4-oxobutanamido)-5-methoxybenzoate COC(CC(C(=O)NC1=C(C(=O)OC)C=C(C=C1)OC)C)=O